CS(=O)(=O)N1CC(C1)(C)C1=CC2=C(N=CN=C2)N(C1=O)C 6-(1-methanesulfonyl-3-methylazetidin-3-yl)-8-methyl-7H,8H-pyrido[2,3-d]Pyrimidin-7-one